ClC1=CC(=C(COC=2C=C3C(=CC(=NC3=CC2)C(=O)N2CCC(CC2)(C#N)C2=CC=CC=C2)C(=O)N2CCCCC2)C=C1)C#N 1-(6-((4-chloro-2-cyanobenzyl)oxy)-4-(piperidine-1-carbonyl)quinoline-2-carbonyl)-4-phenylpiperidine-4-carbonitrile